(4-(2,6-dioxopiperidin-3-yl)phenyl)-[4,4'-bipiperidin] O=C1NC(CCC1C1=CC=C(C=C1)N1CCC(CC1)C1CCNCC1)=O